(P)-1-(4-bromo-5-fluoro-2-methoxyphenyl)-N-(isoxazol-3-yl)-2-oxo-1,2-dihydroquinoline-6-sulphonamide BrC1=CC(=C(C=C1F)N1C(C=CC2=CC(=CC=C12)S(=O)(=O)NC1=NOC=C1)=O)OC